C[N+](CCO)(C)C Trimethyl-Hydroxyethylammonium